N(C1=CC=CC=C1)CCC[Si](OC)(OC)CC γ-anilinopropylethyldimethoxysilane